NC=1SC2=C(N1)C(=CC(=C2)C(=O)OCC)C(F)(F)F ethyl 2-amino-4-(trifluoromethyl)benzo[d]thiazole-6-carboxylate